(2S,3S)-N-[2-[6-[[5-(4-fluorophenyl)thiazol-2-yl]amino]imidazo[4,5-c]pyridin-1-yl]ethyl]-3-hydroxypyrrolidine-2-carboxamide FC1=CC=C(C=C1)C1=CN=C(S1)NC1=CC2=C(C=N1)N=CN2CCNC(=O)[C@H]2NCC[C@@H]2O